C1(CC1)C1=CC2=C(C=C(O2)C(=O)NS(=O)(=O)C2=C(C=CC(=C2)C(C)C)OCC)C(=C1)F 6-Cyclopropyl-N-(2-ethoxy-5-isopropyl-phenyl)sulfonyl-4-fluoro-benzofuran-2-carboxamide